3-benzyl-1-(4-(sec-butyl)benzyl)-1H-benzimidazole C(C1=CC=CC=C1)N1CN(C2=C1C=CC=C2)CC2=CC=C(C=C2)C(C)CC